S1C(=NC2=C1C=CC=C2)NC(=O)C=2C=CC=C1CCN(CC21)C2=CC=C(C(=N2)C(=O)O)C=2N=NN(C2C)CC21CC3CC(CC(C2)C3)C1 6-[8-(1,3-benzothiazol-2-ylcarbamoyl)-3,4-dihydroisoquinolin-2(1H)-yl]-3-[5-methyl-1-(tricyclo[3.3.1.13,7]dec-1-ylmethyl)-1H-1,2,3-triazol-4-yl]pyridine-2-carboxylic acid